1-decyl-3-methylpyrrolidinium acetate C(C)(=O)[O-].C(CCCCCCCCC)[NH+]1CC(CC1)C